N1=C(C=CC2=CC=CC=C12)C=1C=C(C=CC1)S(=O)(=O)N 3-(quinolin-2-yl)benzenesulfonamide